4-(3-chloro-4-(1-ethyl-4-(trifluoromethyl)-1H-imidazol-2-yl)-5-methoxybenzyl)-2-(4-cyclopropyl-6-methoxypyrimidin-5-yl)-6,7-dihydropyrazolo[1,5-a]pyrimidin-5(4H)-one ClC=1C=C(CN2C=3N(CCC2=O)N=C(C3)C=3C(=NC=NC3OC)C3CC3)C=C(C1C=1N(C=C(N1)C(F)(F)F)CC)OC